5-(Ethylsulfonamido)-4'-(trifluoromethyl)-[1,1'-biphenyl]-2-carboxylic acid C(C)S(=O)(=O)NC1=CC=C(C(=C1)C1=CC=C(C=C1)C(F)(F)F)C(=O)O